C(C=C)(=O)N1C(CCCC1)CC#N 1-(prop-2-enoyl)piperidin-2-yl-acetonitrile